8-(tert-butyl) 3-(2-(trimethylsilyl) ethyl) (1S,2S,5R)-2-vinyl-3,8-diazabicyclo[3.2.1]octane-3,8-dicarboxylate C(=C)[C@H]1[C@@H]2CC[C@H](CN1C(=O)OCC[Si](C)(C)C)N2C(=O)OC(C)(C)C